OC1CC(C1)C(=O)N1CCOCC1 (3-hydroxycyclobutyl)-morpholino-methanone